8-(6-(3-(3-Azabicyclo[3.1.0]hexane-3-yl)propoxy)pyridin-3-yl)-7-fluoro-1-isopropyl-3-methyl-1H-imidazo[4,5-c]cinnolin-2(3H)-one C12CN(CC2C1)CCCOC1=CC=C(C=N1)C1=CC=2C3=C(N=NC2C=C1F)N(C(N3C(C)C)=O)C